C1(CCCCC1)P(CC[Si](OCC)(OCC)OCC)C1CCCCC1 (2-Dicyclohexylphosphinoethyl)triethoxysilane